(1S,3R,4S)-N-((S)-1-cyano-2-((S)-2-oxopiperidin-3-yl)ethyl)-2-((R)-3-cyclopropyl-2-((5-methylpyridin-3-yl)amino)propanoyl)-5,5-difluoro-2-azabicyclo[2.2.2]octane-3-carboxamide C(#N)[C@H](C[C@H]1C(NCCC1)=O)NC(=O)[C@@H]1N([C@@H]2CC([C@H]1CC2)(F)F)C([C@@H](CC2CC2)NC=2C=NC=C(C2)C)=O